O1COC2=C1C=CC(=C2)C=2C=CC1=C(N=C(S1)N1CC(CC1)C(=O)N)C2 (5-(benzo[d][1,3]dioxol-5-yl)benzo[d]thiazol-2-yl)pyrrolidine-3-carboxamide